1,1,1,3,3,3-Hexafluoropropan-2-yl 4-(3-chloro-2-(pyrrolidin-1-yl)benzyl)piperazine-1-carboxylate ClC=1C(=C(CN2CCN(CC2)C(=O)OC(C(F)(F)F)C(F)(F)F)C=CC1)N1CCCC1